NC1=NC(=C2N=CN(C2=N1)[C@H]1C[C@H](C1)COP(=O)(OC1=CC=CC=C1)N[C@@H](C)C(=O)OCC1=CC=CC=C1)OC Benzyl (((cis-3-(2-amino-6-methoxy-9H-purin-9-yl)cyclobutyl) methoxy) (phenoxy) phosphoryl)-L-alaninate